5-((R)-2-methyl-1,4-oxazepan-4-yl)pyrazolo[1,5-a]Pyrimidine-3-carboxamide C[C@H]1OCCCN(C1)C1=NC=2N(C=C1)N=CC2C(=O)N